Cl.COCCN1C[C@@H](CC1)N (R)-1-(2-methoxyethyl)pyrrolidin-3-amine hydrogen chloride